((1-(cyclopropylmethyl)piperidin-4-yl)(4,5-dichloro-2-hydroxyphenyl)methyl)-2-methylpropane-2-sulfinamide C1(CC1)CN1CCC(CC1)C(C1=C(C=C(C(=C1)Cl)Cl)O)CC(C)(S(=O)N)C